1-(8-Methyl-5,7-dihydro-1H,3H-2-oxa-4,6-diaza-s-indacen-6-yl)-2-[1-(6-trifluoromethyl-pyridin-3-yl)-azetidin-3-yl]-ethanone CC=1C=2CN(CC2N=C2COCC12)C(CC1CN(C1)C=1C=NC(=CC1)C(F)(F)F)=O